C1COCCC12CCN(CC2)CCCNC2=C1C(=NC(=C2)C2=CC=C(C=C2)CN2CCOCC2)C=CS1 N-(3-(3-oxa-9-azaspiro[5.5]undecan-9-yl)propyl)-5-(4-(morpholinomethyl)phenyl)thieno[3,2-b]pyridin-7-amine